methyl 1-[[4-[5-(trifluoromethyl)-1,2,4-oxadiazol-3-yl]phenyl]methyl]-1,2,4-triazole-3-carboxylate FC(C1=NC(=NO1)C1=CC=C(C=C1)CN1N=C(N=C1)C(=O)OC)(F)F